4-(1-(4-((6-chloro-1H-indol-3-yl)methylene)-2,5-dioxoimidazolidin-1-yl)-2-hydroxyethyl)benzonitrile ClC1=CC=C2C(=CNC2=C1)C=C1NC(N(C1=O)C(CO)C1=CC=C(C#N)C=C1)=O